COCCN1CC2(C1)CCC2 2-(2-methoxyethyl)-2-azaspiro[3.3]Heptane